C(CCC)OC1=CC=C(C(C(=O)O)=C1)O 5-butoxysalicylic acid